C(C)(C)(C)OC(=O)NC1=CC=C(C=N1)C(=O)O 6-{[(tert-butoxy)carbonyl]amino}pyridine-3-carboxylic acid